[2-(3-ethylsulfonyl-2-pyridyl)-1,3-benzoxazol-5-yl]-imino-oxo-(trifluoromethyl)-lambda6-Sulfane C(C)S(=O)(=O)C=1C(=NC=CC1)C=1OC2=C(N1)C=C(C=C2)S(C(F)(F)F)(=O)=N